Isoquinolin-6-yl-(piperazin-1-yl)-N-(4-sulfamoylphenyl)acetamide C1=NC=CC2=CC(=CC=C12)C(C(=O)NC1=CC=C(C=C1)S(N)(=O)=O)N1CCNCC1